1-(2-(1H-benzo[d][1,2,3]triazol-1-yl)-3-methylbutanoyl)-4-hydroxy-N-methylpyrrolidine-2-carboxamide N1(N=NC2=C1C=CC=C2)C(C(=O)N2C(CC(C2)O)C(=O)NC)C(C)C